C(C)(C)(C)OC(=O)C1=CC=C(C=C1)B(O)O 4-tert-butoxycarbonylphenylboronic acid